7-(3-isopropyl-5-(piperidin-4-yl)-1H-indol-2-yl)-5-methoxy-2-methyl-[1,2,4]triazolo[1,5-a]pyridine C(C)(C)C1=C(NC2=CC=C(C=C12)C1CCNCC1)C1=CC=2N(C(=C1)OC)N=C(N2)C